CC=CCC 2-Pentene